6-(1-(4-fluorophenyl)ethyl)-5-(((R)-1-methylpyrrolidin-3-yl)amino)pyrazine-2-carboxylic acid FC1=CC=C(C=C1)C(C)C1=C(N=CC(=N1)C(=O)O)N[C@H]1CN(CC1)C